9-fluoro-3-methyl-10-morpholino-2H-[1,4]oxazino[2,3,4-ij]quinolin-7(3H)-one FC=1C=C2C(C=CN3C2=C(C1N1CCOCC1)OCC3C)=O